chlorotricyclo[3.3.1.13,7]Decane ClC12CC3CC(CC(C1)C3)C2